Phenyl (Trifluorovinyl) Telluride FC(=C(F)F)[Te]C1=CC=CC=C1